N-(4-methyl-3-pyridin-2-ylphenyl)-3-(trifluoromethyl)-6-azabicyclo[3.1.1]heptane-6-carboxamide CC1=C(C=C(C=C1)NC(=O)N1C2CC(CC1C2)C(F)(F)F)C2=NC=CC=C2